4-(cyclopropylmethyl)-7-methyl-1-((1-methyl-4-nitro-1H-imidazol-5-yl)thio)thieno[2,3-e][1,2,4]triazolo[4,3-a]pyrimidin-5(4H)-one C1(CC1)CN1C=2N(C3=C(C1=O)SC(=C3)C)C(=NN2)SC2=C(N=CN2C)[N+](=O)[O-]